N=1NC=C2NC(C=CC21)=O 2H-pyrazolo[4,3-b]Pyridin-5(4H)-one